IC([C@](N)(C(=O)O)I)(C1=CC=C(C=C1)OC1=CC=C(C=C1)O)I Tri-Iodo-Thyronine